N-{1-[3-fluoro-5-(trifluoromethyl)phenyl]cyclobutyl}-N-{[(2S)-pyrrolidin-2-yl]methyl}carbamic acid methyl ester COC(N(C[C@H]1NCCC1)C1(CCC1)C1=CC(=CC(=C1)C(F)(F)F)F)=O